CC1=C(C=CC(=C1)C)NS(=O)(=O)C1=CC=2C(C3=CC(=CC=C3C2C=C1)S(=O)(=O)NC1=C(C=C(C=C1)C)C)=O N2,N7-bis(2,4-dimethylphenyl)-9-oxo-9H-fluorene-2,7-disulfonamide